C(C)(C)OC1=NC=CC=2N=CN=C(C21)N 5-isopropoxypyrido[4,3-d]pyrimidin-4-amine